NCC=1C=C(C=CC1)C1=CC2=C(N(N=C2C=C1)C(C)C)COC1=C(C=CC=C1)CC(=O)OCC ethyl 2-(2-((5-(3-(aminomethyl)phenyl)-2-isopropyl-2H-indazol-3-yl)methoxy)phenyl)acetate